6-(2-((3-(3-chloro-5-ethylpyridin-4-yl)-5-cyclopropylisoxazol-4-yl)methylene)-7-azaspiro[3.5]non-7-yl)-4-(trifluoromethyl)quinoline-2-carboxylic acid ClC=1C=NC=C(C1C1=NOC(=C1C=C1CC2(C1)CCN(CC2)C=2C=C1C(=CC(=NC1=CC2)C(=O)O)C(F)(F)F)C2CC2)CC